CC(CCN1C(C2=CC=CC=C2C1=O)=O)=C 2-(3-methylbut-3-en-1-yl)isoindoline-1,3-dione